FC1=C(N=CC2=C1N=C(N=C2N2CC(CCC2)(C)O)OCC21CCCN1CCC2)C2=C(C(=CC1=C2N=C(S1)NC(OC(C)(C)C)=O)C)C tert-butyl (4-(8-fluoro-2-((hexahydro-1H-pyrrolizin-7a-yl)methoxy)-4-(3-hydroxy-3-methylpiperidin-1-yl)pyrido[4,3-d]pyrimidin-7-yl)-5,6-dimethylbenzo[d]thiazol-2-yl)carbamate